N1=CC=C(C=C1)C(C(=O)N)C pyridin-4-yl-(methyl)acetamide